2,2-bis-(4-Amino-3-hydroxyphenyl)hexafluoropropane NC1=C(C=C(C=C1)C(C(F)(F)F)(C(F)(F)F)C1=CC(=C(C=C1)N)O)O